FC1=CC=C(OC=2C=CC(=NC2)NC([C@@H](C)N2C[C@@H](N(CC2)C(=O)C2=CNC(C=C2)=O)C)=O)C=C1 (R)-N-(5-(4-fluorophenoxy)pyridin-2-yl)-2-((S)-3-methyl-4-(6-oxo-1,6-dihydropyridine-3-carbonyl)piperazin-1-yl)propanamide